tert-Butyl 4-[[2-[(4-methylthieno[3,2-b]pyrrole-5-carbonyl)amino]phenoxy]methyl]piperidine-1-carboxylate CN1C2=C(C=C1C(=O)NC1=C(OCC3CCN(CC3)C(=O)OC(C)(C)C)C=CC=C1)SC=C2